2-(3-Ethylsulfonyl-8-methyl-5,6,7,8-tetrahydroimidazo[1,2-a]pyridin-2-yl)-3-methyl-6-(trifluoromethyl)imidazo[4,5-c]pyridine C(C)S(=O)(=O)C1=C(N=C2N1CCCC2C)C2=NC1=C(C=NC(=C1)C(F)(F)F)N2C